C1(CC1)C1=NN(C=C1)C1=CC=C(C=N1)S(=O)(=O)NC=1C(=CC=C2C=NN(C12)C)OC 6-(3-CYCLOPROPYL-1H-PYRAZOL-1-YL)-N-(6-METHOXY-1-METHYL-1H-INDAZOL-7-YL)PYRIDINE-3-SULFONAMIDE